[Ni+2].N=C(C)NC(C)=[NH2+] N-(1-iminoethyl)acetamidinium nickel